COC1=C(C=C(C=C1)CCO)C1=NOC(=C1)CN1CCN(CC1)C 2-(4-methoxy-3-(5-((4-methylpiperazine-1-yl)methyl)isoxazole-3-yl)phenyl)ethan-1-ol